N[C@@H](C(=O)O)CCCP (2R)-amino-5-phosphino-pentanoic acid